FC=1C2=C(C(=NC1)C)CC(C2)CN(C(OC(C)(C)C)=O)C[C@H]([C@H]2CNC(O2)=O)O tert-butyl N-[(4-fluoro-1-methyl-6,7-dihydro-5H-cyclopenta[c]pyridin-6-yl)methyl]-N-[(2R)-2-hydroxy-2-[(5R)-2-oxooxazolidin-5-yl]ethyl]carbamate